FC(C=1C(=NC=CC1)C1CCC(CC1)CC(=O)OCC)F ethyl 2-(4-(3-(difluoromethyl)pyridin-2-yl)cyclohexyl)acetate